N-{[4-(2H-1,3-benzodioxole-4-sulfonyl)phenyl]methyl}imidazo[1,2-a]pyridine-6-carboxamide O1COC2=C1C=CC=C2S(=O)(=O)C2=CC=C(C=C2)CNC(=O)C=2C=CC=1N(C2)C=CN1